NC1=NC2=C(N1C1CCN(CC1)C(CC1=CC=C(C=C1)C(F)(F)F)=O)C=CC=C2 (4-(2-amino-1H-benzo[d]imidazol-1-yl)piperidin-1-yl)-2-(4-(trifluoromethyl)phenyl)ethanone